C1(CC1)NC(C(C(C[C@H]1C(NCC1)=O)NC(CCC(C)(C)C)=O)=O)=O N-(4-(cyclopropylamino)-3,4-dioxo-1-((S)-2-oxopyrrolidin-3-yl)butan-2-yl)-4,4-dimethylpentanamid